BrC=1C(=CC(=C(O[C@@H]2C[C@H](C2)C(=O)NS(=O)(=O)C)C1)C=1OC2=C(C=CC=C2C(C1)=O)Cl)OC Trans-3-[5-bromo-2-(8-chloro-4-oxo-chromen-2-yl)-4-methoxy-phenoxy]-N-methylsulfonyl-cyclobutanecarboxamide